2-(5-amino-4-((2-(dimethyl-amino)ethyl)(methyl)amino)-2-methoxyphenylamino)-4-(bicyclo[1.1.1]pentan-1-ylamino)pyrimidine-5-carbonitrile NC=1C(=CC(=C(C1)NC1=NC=C(C(=N1)NC12CC(C1)C2)C#N)OC)N(C)CCN(C)C